4-(((1-Methyl-6-phenyl-1H-pyrazolo[3,4-d]pyrimidin-4-yl)amino)methyl)-benzenesulfonamide CN1N=CC=2C1=NC(=NC2NCC2=CC=C(C=C2)S(=O)(=O)N)C2=CC=CC=C2